Tert-butyl (S)-2-((4-(6-(isoquinolin-5-ylmethoxy) pyridin-2-yl) piperidin-1-yl) methyl)-1-(oxetan-2-ylmethyl)-1H-benzo[d]imidazole-6-carboxylate C1=NC=CC2=C(C=CC=C12)COC1=CC=CC(=N1)C1CCN(CC1)CC1=NC2=C(N1C[C@H]1OCC1)C=C(C=C2)C(=O)OC(C)(C)C